tetraphenyl-phosphorous iodide C1(=CC=CC=C1)[IH]P(C1=CC=CC=C1)(C1=CC=CC=C1)(I)[IH]C1=CC=CC=C1